N-(1-(3,3-difluorocyclobutyl)-1H-pyrazolo[3,4-b]pyridin-6-yl)-4-((2-hydroxyethyl)sulfonamido)-2-(6-azaspiro[2.5]octan-6-yl)benzamide FC1(CC(C1)N1N=CC=2C1=NC(=CC2)NC(C2=C(C=C(C=C2)NS(=O)(=O)CCO)N2CCC1(CC1)CC2)=O)F